COC(=O)C1=NN(C(N1CC)=O)C1=C(C=C(C(=C1)O[C@H](C(F)(F)F)C)C(NC1=C(C=CC=C1F)F)=O)F 1-(4-[(2,6-difluorophenyl)carbamoyl]-2-fluoro-5-{[(2S)-1,1,1-trifluoroprop-2-yl]oxy}phenyl)-4-ethyl-5-oxo-4,5-dihydro-1H-1,2,4-triazole-3-carboxylic acid methyl ester